COC1CC(C1)(C1=NN=CN1C)C=1C=C(C=C(C1)N1C(C2=CC(=CC(=C2C1)C(F)(F)F)CNC1(CCC1)C)=O)N[C@@H](CC#N)C (R)-3-((3-((1s,3S)-3-methoxy-1-(4-methyl-4H-1,2,4-triazol-3-yl)cyclobutyl)-5-(6-(((1-methylcyclobutyl)amino)methyl)-1-oxo-4-(trifluoromethyl)isoindolin-2-yl)phenyl)amino)butanenitrile